COC(\C=C\C1=CC=C(C=C1)O)=O.CC1=C(C=CC=C1)S(=O)(=O)ON1C(C=CC1=O)=O N-(2-methylbenzenesulfonyloxy)maleimide methyl-(E)-3-(4-hydroxyphenyl)acrylate